C1(CC1)[C@]1(C(N(CC1)C=1C=2N(N=CC1)C=C(C2)C2=CC(=NC=C2)OC)=O)C#N (S)-3-cyclopropyl-1-(6-(2-methoxypyridin-4-yl)pyrrolo[1,2-b]pyridazin-4-yl)-2-oxopyrrolidine-3-carbonitrile